CC1=CC=C(C=N1)OC=1C=C(C(=O)O)C=C(C1)C=1SC(=CN1)C 3-[(6-methylpyridin-3-yl)oxy]-5-(5-methyl-1,3-thiazol-2-yl)benzoic acid